3-{5-[(1-chloroisoquinolin-8-yl)methoxy]-2-fluoro-4-methoxyphenyl}-2,4-dioxo-1H-thieno[3,4-d]pyrimidine-5-carboxylic acid ClC1=NC=CC2=CC=CC(=C12)COC=1C(=CC(=C(C1)N1C(NC=2C(C1=O)=C(SC2)C(=O)O)=O)F)OC